TETRAAZA-FLUORANTHENE N1=NN=C2N=CC=C3C4=CC=CC=C4C1=C23